O1C(=CC=C1)C1=CC(=NC(=N1)SC)NC=1C(=CC(=CC1)OC)N N1-[6-(furan-2-yl)-2-(methylsulfanyl)pyrimidin-4-yl]-4-methoxybenzene-1,2-diamine